ClC1=CC=CC2=C1NC(=N2)C(=O)N2[C@H](C=1C=CC=NC1CC2)CC (S)-(7-chloro-1H-benzo[d]imidazol-2-yl)(5-ethyl-7,8-dihydro-1,6-naphthyridin-6(5H)-yl)methanone